CN1N=CC(=C1)C1=NN2C(=NC=3C=CC(=CC3C2=N1)C(F)(F)F)NC=1C(N=CC=CC1)=O (3R)-3-{[2-(1-methyl-1H-pyrazol-4-yl)-9-(trifluoromethyl)[1,2,4]triazolo[1,5-c]quinazolin-5-yl]amino}azepin-2-one